decyl-3-methylimidazole C(CCCCCCCCC)C1=NC=CN1C